C1(=CC(=CC=C1)N(C1=CC=C(C=C1)C1=CC=C(C=C1)N(C1=CC=CC=C1)C=1C=C(C=CC1)C)C1=CC=CC=C1)C N,N'-bis(3-tolyl)-N,N'-diphenyl-[1,1'-biphenyl]-4,4'-diamine